(1S)-4'-chloro-2',3'-difluoro-3-oxospiro[cyclohexane-1,1'-indene]-4-carboxylic acid methyl ester COC(=O)C1C(C[C@@]2(C(=C(C3=C(C=CC=C23)Cl)F)F)CC1)=O